diphenyl-(β-ethylcarboxyethyl)phosphine oxide C1(=CC=CC=C1)P(CC(CC)C(=O)O)(C1=CC=CC=C1)=O